O=C1NC(CCC1N1C(C2=CC=C(C=C2C1)C1CCC(CC1)C=O)=O)=O 4-(2-(2,6-dioxopiperidin-3-yl)-1-oxoisoindolin-5-yl)cyclohexane-1-carbaldehyde